6-(3-(piperidine-1-carbonyl)pyrazolo[1,5-a]pyridin-7-yl)isoindolin-1-one N1(CCCCC1)C(=O)C=1C=NN2C1C=CC=C2C2=CC=C1CNC(C1=C2)=O